(R)-1,1-Difluoro-1-(2-fluoro-3-(1-((2-methyl-6-(2-(oxetan-3-yloxy)ethoxy)-7-(trifluoromethyl)quinazolin-4-yl)amino)ethyl)phenyl)-2-methylpropan-2-ol FC(C(C)(O)C)(C1=C(C(=CC=C1)[C@@H](C)NC1=NC(=NC2=CC(=C(C=C12)OCCOC1COC1)C(F)(F)F)C)F)F